bis-(p-carboxyphenoxy)methane C(=O)(O)C1=CC=C(OCOC2=CC=C(C=C2)C(=O)O)C=C1